C(C)C=1C=C(C=C(C1O)CC)SC1=CC(=C(C(=C1)CC)O)CC bis(3,5-diethyl-4-hydroxyphenyl)sulfide